N1(C(CCC1)C(=O)OC(CC1=CC=C(C=C1)Cl)(C)C)C(=O)OC(C)(C)C 1-tert-butyl 2-(1-(4-chlorophenyl)-2-methylpropan-2-yl) pyrrolidine-1,2-dicarboxylate